(R)-N-((R)-1-(3-fluorobenzofuran-7-yl)ethyl)-2-methylpropane-2-sulfinamide FC1=COC2=C1C=CC=C2[C@@H](C)N[S@](=O)C(C)(C)C